C(C1=CC=CC=C1)NC(C(CC[C@@H]1C(NCC1)=O)=O)=O N-benzyl-2-oxo-4-[(3S)-2-oxopyrrolidin-3-yl]Butyramide